NC1=NC(N(C=C1)[C@H]1[C@]([C@@H]([C@@](O1)(F)CO[P@@](=O)(OC1=CC=CC=C1)N[C@@H](C)C(=O)OC1CCCCC1)O)(C)F)=O cyclohexyl ((R)-(((2S,3S,4R,5R)-5-(4-amino-2-oxopyrimidin-1(2H)-yl)-2,4-difluoro-3-hydroxy-4-methyltetrahydrofuran-2-yl)methoxy)(phenoxy)phosphoryl)-L-alaninate